C1(CC1)C1=NN=C(O1)C1=C(C=C(C=C1)[N+](=O)[O-])S(=O)(=O)Cl 2-(5-Cyclopropyl-1,3,4-oxadiazol-2-yl)-5-nitrobenzenesulfonyl chloride